BrC1=CC=C(C=C1)NC(C1=CC(=CC=C1)NC1=CC=NC2=CC(=CC=C12)C(F)(F)F)=O N-(4-bromophenyl)-3-[(7-trifluoromethylquinolin-4-yl)amino]benzamide